The molecule is an 1,3-thiazolemonocarboxylic acid that is ADP in which one of the diphosphate hydrogens has been replaced by a 2-(2-carboxy-4-methyl-1,3-thiazol-5-yl)ethyl group. It derives from an ADP. It is a conjugate acid of an ADP-5-ethyl-4-methylthiazole-2-carboxylate(3-). CC1=C(SC(=N1)C(=O)O)CCOP(=O)(O)OP(=O)(O)OC[C@@H]2[C@H]([C@H]([C@@H](O2)N3C=NC4=C(N=CN=C43)N)O)O